2,2'-(((2-oxoimidazolidine-1,3-diyl)bis(ethane-2,1-diyl))bis(azanediyl))diacetonitrile O=C1N(CCN1CCNCC#N)CCNCC#N